((1r,7a's)-2,2-difluorodihydro-1'h,3'h-spiro[cyclopropane-1,2'-pyrrolizine]-7a'(5'h)-yl)methanol FC1(C[C@@]12C[C@@]1(CCCN1C2)CO)F